acetic acid 4-{(3S,5R)-3-[(tert-butoxycarbonyl) amino]-5-methylpiperidin-1-yl}-3-nitro-6,7-dihydro-5H-cyclopenta[b]pyridin-7-yl ester C(C)(C)(C)OC(=O)N[C@@H]1CN(C[C@@H](C1)C)C1=C2C(=NC=C1[N+](=O)[O-])C(CC2)OC(C)=O